1-(4-methylbenzenesulfonyl)pyrrole-3-sulfonamide CC1=CC=C(C=C1)S(=O)(=O)N1C=C(C=C1)S(=O)(=O)N